hexahydropyrrolo[3,2-b]pyrrole N1C=2C(CC1)NCC2